(R)-N-(3-(1-((2-Amino-5-chloropyridin-3-yl)oxy)ethyl)phenyl)-1-methyl-2-oxo-1,2,3,4-tetrahydrochinolin-7-carboxamid NC1=NC=C(C=C1O[C@H](C)C=1C=C(C=CC1)NC(=O)C1=CC=C2CCC(N(C2=C1)C)=O)Cl